(4-bromophenoxy)-1-((2-(trimethylsilyl)ethoxy)methyl)-1H-1,2,3-triazole-5-carboxylate BrC1=CC=C(OC=2N=NN(C2C(=O)[O-])COCC[Si](C)(C)C)C=C1